C1(CC1)C=1C=NC=2N(C1)C=C(N2)C(=O)N2C[C@H]([C@@]1(CC2)NCC2=CC(=CC=C2C1)C)O (6-cyclopropylimidazo[1,2-a]pyrimidin-2-yl)[(3R,3'R)-3'-hydroxy-7-methyl-1,4-dihydro-1'H,2H-spiro[isoquinoline-3,4'-piperidin]-1'-yl]methanone